ethyl 2-(5-methoxy-2-sulfonylamino-phenyl)acetate COC=1C=CC(=C(C1)CC(=O)OCC)N=S(=O)=O